C(C)(C)(C)OC(=O)NCCCOC=1C=C(C=CC1)[C@@H](C(=O)OCC1=CC=CC=C1)N1CC2=CC=CC=C2C1 benzyl (S)-2-(3-(3-((tert-butoxycarbonyl)amino)propoxy)phenyl)-2-(isoindolin-2-yl)acetate